1-[[4-bromo-2-(2,4-dichlorophenyl)tetrahydro-2-furanyl]methyl]-1H-1,2,4-triazole BrC1CC(OC1)(C1=C(C=C(C=C1)Cl)Cl)CN1N=CN=C1